C(CCCCCCCCCCCCCCC)N1C(=C(C(C=C1)=O)O)C#N N-hexadecyl-2-cyano-3-hydroxypyridin-4-one